N(=C=O)C=1C=2CCCC2C=C2CCC(C12)=O 8-isocyanato-3,5,6,7-tetrahydro-s-indacen-1(2H)-one